7-fluoro-6-(1-((1-methyl-5-(trifluoromethyl)-1H-pyrazol-4-yl)sulfonyl)piperidin-4-yl)-[1,2,4]triazolo[1,5-a]pyridine FC1=CC=2N(C=C1C1CCN(CC1)S(=O)(=O)C=1C=NN(C1C(F)(F)F)C)N=CN2